(R)-5-(3-morpholino-5-((tetrahydrofuran-3-yl)sulfonyl)phenyl)-3-(trifluoromethyl)pyridin-2-amine O1CCN(CC1)C=1C=C(C=C(C1)S(=O)(=O)[C@H]1COCC1)C=1C=C(C(=NC1)N)C(F)(F)F